3-(1-(2-hydroxyethyl)pyrrolidin-3-yl)-7-methyl-3,4-dihydro-5H-pyrazolo[3,4-c]isoquinolin-5-one OCCN1CC(CC1)N1N=CC2=C1NC(C=1C=C(C=CC21)C)=O